methyl 7-chloroimidazo[1,2-a]pyridine-6-carboxylate ClC1=CC=2N(C=C1C(=O)OC)C=CN2